(S)-(2-methoxy-8-oxo-6,7,8,9-tetrahydro-5H-pyrido[2,3-b]azepin-7-yl)carbamic acid tert-butyl ester C(C)(C)(C)OC(N[C@H]1CCC2=C(NC1=O)N=C(C=C2)OC)=O